CC1=CC(=CC2=C1C=CC(=C2C(=O)SCCNC(=O)CCNC(=O)[C@@H](C(C)(C)COP(=O)(O)OP(=O)(O)OC[C@@H]3[C@H]([C@H]([C@@H](O3)N4C=NC5=C(N=CN=C54)N)O)OP(=O)(O)O)O)O)OC The molecule is an acyl-CoA that results from the formal condensation of the thiol group of coenzyme A with the carboxy group of 2-hydroxy-7-methoxy-5-methyl-1-naphthoic acid. It derives from a 2-hydroxy-7-methoxy-5-methyl-1-naphthoic acid. It is a conjugate acid of a 2-hydroxy-7-methoxy-5-methyl-1-naphthoyl-CoA(4-).